C(C)(C)(C)OC(=O)N(CCC(=O)N([C@@H](C(C)C)C(=O)[O-])C)C N-(3-((tert-butoxycarbonyl) (methyl) amino) propanoyl)-N-methyl-L-valinate